NC1=NN2C(C=C(C=C2)C=2C(=CC(=C(C(=O)[O-])C2)C)Cl)=N1.[Li+].C(C=C)(=O)OCCC[Si](OC(C)C)(OC(C)C)C acryloyloxypropylmethyldiisopropoxysilane lithium 5-(2-amino-[1,2,4]triazolo[1,5-a]pyridin-7-yl)-4-chloro-2-methylbenzoate